C[C@H]1CCC(N(C1)C(=O)OC(C)(C)C)=O tert-butyl (S)-5-methyl-2-oxopiperidine-1-carboxylate